(E)-cyclooct-4-en-1-yl (2,5-dioxopyrrolidin-1-yl) carbonate C(OC1CC\C=C\CCC1)(ON1C(CCC1=O)=O)=O